N-((3R,4S)-4-((6-(2-fluoro-3-methoxyphenyl)-8-(((1-methylpyrrolidin-2-yl)methyl)amino)pyrido[3,4-d]pyrimidin-2-yl)amino)tetrahydrofuran-3-yl)acrylamide FC1=C(C=CC=C1OC)C1=CC2=C(N=C(N=C2)N[C@H]2[C@H](COC2)NC(C=C)=O)C(=N1)NCC1N(CCC1)C